N-[8-(2-Diethylamino-ethoxy)-6,6-dimethyl-11-oxo-6,11-dihydro-5H-benzo[b]carbazol-3-yl]N-methyl-2-phenoxy-acetamide C(C)N(CCOC=1C=CC2=C(C(C=3NC4=CC(=CC=C4C3C2=O)N(C(COC2=CC=CC=C2)=O)C)(C)C)C1)CC